FC1(OC2=C(O1)C=CC(=C2)C(=O)N[C@@H]2CN[C@H](CC2)C=2OC(=NN2)OCCOC(F)(F)F)F 2,2-difluoro-N-[(3S,6R)-6-{5-[2-(trifluoromethoxy)ethoxy]-1,3,4-oxadiazol-2-yl}piperidin-3-yl]-2H-1,3-benzodioxole-5-carboxamide